ClC1=C(C=CC=C1)C#CS(=O)(=O)C(F)(F)F 1-chloro-2-((trifluoromethanesulfonyl)ethynyl)benzene